ClC1=NC=C(C(=N1)NCC1=CC=C(C=C1)C=1N(C=C(N1)C(F)(F)F)C(C)C)C(=O)O C2-chloro-4-((4-(1-isopropyl-4-(trifluoromethyl)-1H-imidazol-2-yl)benzyl)amino)pyrimidine-5-carboxylic acid